OC1=C(C=CC=2C=C3N(CCC4=CC5=C(C=C34)O[CH+]O5)CC12)OC 9-hydroxy-10-methoxy-5,6-dihydro-[1,3]dioxolo[4,5-g]isoquino[3,2-a]isoquinolinylium